[Si](C)(C)(C(C)(C)C)OC1=CC=C(N)C=C1 4-((tert-butyldimethylsilyl)oxy)aniline